Tert-butyl N-(5-amino-6-methyl-2-pyridinyl)-N-tert-butoxycarbonyl-carbamate NC=1C=CC(=NC1C)N(C(OC(C)(C)C)=O)C(=O)OC(C)(C)C